FC1=C(C=CC=C1)NS(=O)(=O)C=1C=C(C=CC1)NC(=O)C1=CSC=C1 N-(3-(N-(2-fluorophenyl)sulfamoyl)phenyl)thiophene-3-carboxamide